C(/C1=CC=CC=C1)=C(\C(=O)O)/CC(=O)O (E)-2-benzylidenesuccinic acid